C(C=C)(=O)O.C(C=C)(=O)O.C(C=C)(=O)O.C(C=C)(=O)O.C(C=C)(=O)O.C([C@H](O)[C@H](O)CO)O (erythritol) pentaacrylate